ClC=1C(=C(C2=CC=C3C=CC=C4C=CC1C2=C43)Cl)O dichloro-2-hydroxypyrene